C(C)N1CCN(CC1)C1=NC2=CC=C(C=C2C(=C1)C)NC(=S)NCCN1C(CCC1)=O 1-(2-(4-ethylpiperazin-1-yl)-4-methylquinolin-6-yl)-3-(2-(2-oxopyrrolidin-1-yl)ethyl)thiourea